C(#C)C=1C=C2CCC(NC2=CC1)=O 6-ethynyl-3,4-dihydro-1H-quinolin-2-one